dehydro-D-arabinono-1,4-lactone C([C@@H]1C(=C(C(=O)O1)O)O)O